C(NC1=C(C=CC=C1)Cl)NC1=C(C=CC=C1)Cl methylenebis-(o-chloroaniline)